tert-Butyl (4-methylpyrimidin-5-yl)(methylsulfonyl)carbamate CC1=NC=NC=C1N(C(OC(C)(C)C)=O)S(=O)(=O)C